(1,3-thiazol-4-yl)methanone tert-butyl-(6aR,9R)-9-(bis(ethyl-d5)carbamoyl)-5-bromo-6a,7,8,9-tetrahydroindolo[4,3-fg]quinoline-4(6H)-carboxylate C(C)(C)(C)OC(=O)N1C(=C2C3=C(C4=C[C@H](CN[C@@H]4C2)C(N(C(C([2H])([2H])[2H])([2H])[2H])C(C([2H])([2H])[2H])([2H])[2H])=O)C=CC=C13)Br.S1C=NC(=C1)C=O